FC=1C(NC(N(C1)[C@H]1C[C@@H]2OP(OC[C@H]2O1)(=O)OCC1=C(C=CC=C1)OC)=O)=O 5-Fluoro-1-((4aR,6R,7aS)-2-(2-methoxybenzyloxy)-2-oxidotetrahydro-4H-furo[3,2-d][1,3,2]dioxaphosphinin-6-yl)pyrimidine-2,4(1H,3H)-dione